2-(3'-chloro-[1,1'-biphenyl]-4-yl)-6,8-diphenyl-[1,2,4]triazolo[1,5-a]pyridine ClC=1C=C(C=CC1)C1=CC=C(C=C1)C1=NN2C(C(=CC(=C2)C2=CC=CC=C2)C2=CC=CC=C2)=N1